ICCCCC#C 6-iodohexyne